1-[4-chloro-2-(difluoromethyl)phenyl]-N-[(3R)-1-methylpiperidin-3-yl]pyrrolo[1,2-d][1,2,4]triazin-4-amine ClC1=CC(=C(C=C1)C=1C=2N(C(=NN1)N[C@H]1CN(CCC1)C)C=CC2)C(F)F